N-(5-phenethyl-1,3,4-thiadiazol-2-yl)nicotinamide C(CC1=CC=CC=C1)C1=NN=C(S1)NC(C1=CN=CC=C1)=O